O=C1[C@H]2[C@@H](C(N1CCC1=CC=CC=C1)=O)[C@@](N=C2)(P(OCC)(=O)OCC)C2=CC=CC=C2 |r| Diethyl (1RS,3aSR,6aSR)-4,6-dioxo-5-phenethyl-1-phenyl-1,3a,4,5,6,6a-hexahydropyrrolo[3,4-c]pyrrole-1-phosphonate